tert-Butyl 2-(3-methylpyridin-4-yl)-4-oxo-3-(phenylamino)-1,4,6,7-tetrahydro-5H-pyrrolo[3,2-c]pyridine-5-carboxylate CC=1C=NC=CC1C1=C(C=2C(N(CCC2N1)C(=O)OC(C)(C)C)=O)NC1=CC=CC=C1